C=CC=C (M)-butadiene